FC(C(=O)O)(F)F.N[C@H](C)C=1C(=C(C#N)C=CC1)C (R)-3-(1-aminoethyl)-2-methylbenzonitrile 2,2,2-trifluoroacetate